1,4-phenylenebis-[[4-(4-aminophenoxy)phenyl]methanone] C1(=CC=C(C=C1)C(=O)C1=CC=C(C=C1)OC1=CC=C(C=C1)N)C(=O)C1=CC=C(C=C1)OC1=CC=C(C=C1)N